FC(C1=CC=C(C=C1)/C=C/C(=O)NCC(=O)N1CCC=2C=C(N=CC2C1)N1CCC(CC1)C(=O)O)(F)F 1-[7-[2-[[(E)-3-[4-(trifluoromethyl)phenyl]prop-2-enoyl]amino]acetyl]-6,8-dihydro-5H-2,7-naphthyridin-3-yl]piperidine-4-carboxylic acid